NCCCCCCCCC 1-aminononane